NC=1C(=NC(=C(N1)N)Cl)C(=O)NC(NCCCCC1=CC=C(C=C1)C1=CC=C(C=C1)CCC(=O)N[C@@H](CCCCN(CCCC1=CC=CC=C1)C[C@@H]([C@H]([C@@H]([C@@H](CO)O)O)O)O)C(=O)O)=N N2-(3-(4'-(4-(3-(3,5-diamino-6-chloropyrazine-2-carbonyl)guanidino)butyl)-[1,1'-biphenyl]-4-yl)propanoyl)-N6-((2S,3R,4R,5R)-2,3,4,5,6-pentahydroxyhexyl)-N6-(3-phenylpropyl)-L-lysine